3-(4-(7H-pyrrolo[2,3-d]pyrimidin-4-yl)-1H-pyrazol-1-yl)-3-cyclopentylpropionitrile N1=CN=C(C2=C1NC=C2)C=2C=NN(C2)C(CC#N)C2CCCC2